BrC=1C=C2C=NC(=NC2=CC1C(F)(F)P(OCC)(OCC)=O)OC[C@@H]1C(C1)(F)F |r| (R and S)-diethyl ((6-bromo-2-((2,2-difluorocyclopropyl)methoxy)quinazolin-7-yl)difluoromethyl)phosphonate